(RS)-1,2,3,4-tetrahydroquinoline-4-carboxylic acid N1CC[C@H](C2=CC=CC=C12)C(=O)O |r|